2-[4-(5-{[(3s,4r)-4-(2,6-difluoro-4-methoxyphenyl)-2-oxopyrrolidin-3-yl]amino}-1,3,4-oxadiazol-2-yl)phenoxy]pyridine-3-carbonitrile FC1=C(C(=CC(=C1)OC)F)[C@H]1[C@@H](C(NC1)=O)NC1=NN=C(O1)C1=CC=C(OC2=NC=CC=C2C#N)C=C1